CC1=NOC(=C1C=1C=CC(=C(C1)N(C1=CC=C(C=C1)C1(CC1)C#N)CCCCNC=1C=C2CN(C(C2=CC1F)=O)C1C(NC(CC1)=O)=O)C)C 1-(4-((5-(3,5-Dimethylisoxazol-4-yl)-2-methylphenyl)(4-((2-(2,6-dioxopiperidin-3-yl)-6-fluoro-1-oxoisoindolin-5-yl)amino)butyl)amino)phenyl)cyclopropane-1-nitrile